C(C)(C)(C)OC(=O)N1C2(C3=C(C1=O)C=C(S3)Br)CC2 2'-bromo-4'-oxospiro[cyclopropane-1,6'-thieno[2,3-c]pyrrole]-5'(4'H)-carboxylic acid tert-butyl ester